FC([C@H]1[C@@H](C1)N)F trans-2-(difluoromethyl)cyclopropan-1-amine